1-((5-(5-(difluoromethyl)-1,3,4-oxadiazole-2-yl)pyridine-2-yl)methyl)-3-(1-methylazetidine-3-yl)-1,3-dihydro-2H-benzo[d]imidazole-2-one FC(C1=NN=C(O1)C=1C=CC(=NC1)CN1C(N(C2=C1C=CC=C2)C2CN(C2)C)=O)F